ClC1=CC=C(C=N1)CN1C(C=CC=C1)CC(C(F)(F)F)=O (3E)-3-[1-[(6-chloro-3-pyridinyl)methyl]-2-pyridinyl]-1,1,1-trifluoro-propan-2-one